2-(4-acetyl-2-methylpiperazin-1-yl)-4-((2-methoxyphenyl)amino)-N-methylpyrimidine-5-carboxamide C(C)(=O)N1CC(N(CC1)C1=NC=C(C(=N1)NC1=C(C=CC=C1)OC)C(=O)NC)C